FC1=C(CC2CCN(CC2)CCCN)C=CC=C1 3-(4-(2-fluorobenzyl)piperidin-1-yl)propan-1-amine